ClC=1C=C(C=CC1F)NC1=NC=NC2=CC(=C(C=C12)OCCCN1CCC(CC1)N1CCN(CC1)C(CCCCCSC1=C2CN(C(C2=CC=C1)=O)C1C(NC(CC1)=O)=O)=O)OC 3-(4-((6-(4-(1-(3-((4-((3-chloro-4-fluorophenyl)amino)-7-methoxyquinazolin-6-yl)oxy)propyl)piperidin-4-yl)piperazin-1-yl)-6-oxohexyl)thio)-1-oxoisoindolin-2-yl)piperidine-2,6-dione